N1=CC(=CC(=C1)C(=O)OC)C(=O)OC dimethyl 3,5-pyridinedicarboxylate